C1(CC1)C1=C(C2=C(S1)C=CC=C2)SC#N 2-cyclopropyl-3-thiocyanobenzo[b]thiophene